5-chloro-3-isopropyl-1H-pyrrolo[3,2-b]Pyridine-1-carboxylic acid tert-butyl ester C(C)(C)(C)OC(=O)N1C=C(C2=NC(=CC=C21)Cl)C(C)C